2-amino-5-chloro-1H-indole-3-carbonitrile NC=1NC2=CC=C(C=C2C1C#N)Cl